2-(5-{Methyl[(3S)-pyrrolidin-3-yl]amino}[1,3]thiazolo[5,4-d][1,3]thiazol-2-yl)-5-(1H-pyrazol-4-yl)phenol Hydrochlorid Cl.CN(C=1SC2=C(N1)SC(=N2)C2=C(C=C(C=C2)C=2C=NNC2)O)[C@@H]2CNCC2